4-nitrobenzyl ((2S,3R)-1-oxo-3-((tetrahydro-2H-pyran-4-yl)methoxy)-1-(4-(trifluoromethyl)piperidin-1-yl)butan-2-yl)carbamate O=C([C@H]([C@@H](C)OCC1CCOCC1)NC(OCC1=CC=C(C=C1)[N+](=O)[O-])=O)N1CCC(CC1)C(F)(F)F